C(C=C)(=O)O.C(C=C)(=O)O.C(CCCCCCCCCCC)NCCNCCCCCCCCCCCC N,N'-dilauryl ethylenediamine diacrylate